CN1C(N=CC(=C1)S(=O)(=O)Cl)=O 1-methyl-2-oxo-1,2-dihydropyrimidine-5-sulfonyl chloride